(2-((2R,3S,4S,5S,6R)-3,4,5-trihydroxy-6-(4-(1-(21-oxo(perfluorophenoxy)-3,6,9,12,15,18-hexaoxahenicosyl)-1H-1,2,3-triazol-4-yl)phenoxy)tetrahydro-2H-pyran-2-yl)ethyl)phosphonic acid O[C@@H]1[C@H](O[C@@H]([C@H]([C@H]1O)O)OC1=CC=C(C=C1)C=1N=NN(C1)CCOCCOCCOCCOCCOCCOCCC(=O)OC1=C(C(=C(C(=C1F)F)F)F)F)CCP(O)(O)=O